C1(=CC=CC=C1)SSC1=CC=CC=C1 di-phenyl disulfide